O=C1NC2=C(N1)C=CC(=C2)C(=O)OCC ethyl 2-oxo-2,3-dihydro-1H-benzo[d]imidazole-5-carboxylate